C1(CCC1)C1=CC(=NC(=C1C#N)SC[S@](=O)CCOC)C1=CN=C2N1C=CN=C2 (R)-4-cyclobutyl-6-(imidazo[1,2-a]pyrazin-3-yl)-2-((((2-methoxyethyl)sulfinyl)methyl)thio)nicotinonitrile